C1(CCCCC1)C1=CC=C(C=C1)N(C1=CC=2C(C3=CC=CC=C3C2C=C1)(C)C)C=1C=CC=C(C1)C1=CC(=CC(=C1)C(C)(C)C)C1=CC(=CC(=C1)C(C)(C)C)C(C)(C)C N-(4-cyclohexylphenyl)-N-(3'',5',5''-tri-tert-butyl-1,1':3',1''-terphenyl-5-yl)-9,9-dimethyl-9H-fluoren-2-amine